OC[C@@H]1CCC(N1C(=O)OC(C)(C)C)C(=O)OC 1-(tert-butyl) 2-methyl (5S)-5-(hydroxymethyl)pyrrolidine-1,2-dicarboxylate